3-[1-(1H-pyrrolo[2,3-b]pyridin-4-yl)-1H-pyrazol-4-yl]phenol N1C=CC=2C1=NC=CC2N2N=CC(=C2)C=2C=C(C=CC2)O